F[C@]1(CN(C[C@H]([C@H]1O)F)C1=NC=CC(=N1)NC=1N=CC2=C(C=CC(=C2C1)C(C)C)N1CC(C1)CS(=O)(=O)C)C (3S,4R,5R)-3,5-difluoro-1-[4-({8-[3-(methanesulfonyl-methyl)azetidin-1-yl]-5-(propan-2-yl)isoquinolin-3-yl}amino)pyrimidin-2-yl]-3-methyl-piperidin-4-ol